N4-[(4-bromo-2,6-difluorophenyl)methyl]-7-methoxy-1,8-naphthyridine-3,4-diamine BrC1=CC(=C(C(=C1)F)CNC1=C(C=NC2=NC(=CC=C12)OC)N)F